N-[(4S)-chroman-4-yl]-8-(2,6-difluorophenyl)-4-(4-methylpiperazin-1-yl)-1,7-naphthyridine-3-carboxamide O1CC[C@@H](C2=CC=CC=C12)NC(=O)C=1C=NC2=C(N=CC=C2C1N1CCN(CC1)C)C1=C(C=CC=C1F)F